rac-(R)-2-(((2R,3S,4R,5R)-5-(6-chloro-4-(cyclopentylamino)-1H-pyrazolo[3,4-d]pyrimidin-1-yl)-3,4-dihydroxytetrahydro-furan-2-yl)methoxy)-3-methoxy-2-phosphonopropanoic acid ClC1=NC(=C2C(=N1)N(N=C2)[C@H]2[C@@H]([C@@H]([C@H](O2)CO[C@](C(=O)O)(COC)P(=O)(O)O)O)O)NC2CCCC2 |&1:17|